CN(CCN)C (2-(dimethyl-amino)ethyl)amine